Cl.Cl.CC1=C(C=CC(=N1)N[C@@H]1CNCC1)C=1N=NN(N1)C 6-methyl-5-(2-methyl-2H-tetrazol-5-yl)-N-[(3S)-pyrrolidin-3-yl]pyridin-2-amine, dihydrochloride